N1(CCC1)CCOC1=CC=2N(C=C1)C(=CN2)C2=CC(=C(C(=O)NC1CC1)C(=C2)OC)OC(F)F 4-[7-[2-(azetidin-1-yl)ethoxy]imidazo[1,2-a]pyridin-3-yl]-N-cyclopropyl-2-(difluoromethoxy)-6-methoxy-benzamide